FC(CN1CCC(CC1)C(=O)N1CCN(CC1)C1=C2C=NN(C2=CC(=C1)S(=O)(=O)NC1(CC1)C#N)C=1SC(=NN1)C(F)F)F 1-({[4-(4-{[1-(2,2-difluoroethyl)(4-piperidyl)]carbonyl}piperazinyl)-1-[5-(difluoro-methyl)(1,3,4-thiadiazol-2-yl)]-1H-indazol-6-yl]sulfonyl}amino)cyclopropanecarbonitrile